N-(4-(2-fluorophenyl)-2-(4-methylcyclohexyl)pyridin-3-yl)-2-isopropylpyrimidine-5-carboxamide FC1=C(C=CC=C1)C1=C(C(=NC=C1)C1CCC(CC1)C)NC(=O)C=1C=NC(=NC1)C(C)C